4,4-Difluoro-5-methylpiperidin-3-amine FC1(C(CNCC1C)N)F